2-{[(2S)-4-{6-[(4-chloro-2-fluorobenzyl)oxy]pyridin-2-yl}-2-methylpiperazin-1-yl]methyl}-1-(1,3-oxazol-4-ylmethyl)-1H-benzimidazole-6-carboxylic acid ClC1=CC(=C(COC2=CC=CC(=N2)N2C[C@@H](N(CC2)CC2=NC3=C(N2CC=2N=COC2)C=C(C=C3)C(=O)O)C)C=C1)F